1,3-di-isopropyl-benzene C(C)(C)C1=CC(=CC=C1)C(C)C